N,N'-diethyl-N,N,N',N'-tetramethylhexane-diyldiammonium hydroxide [OH-].C(C)[N+](CCCCCC[N+](C)(C)CC)(C)C.[OH-]